2-[[bis(2-methoxyethyl)amino]methyl]-4,6-bis(1,1-dimethylethyl)phenol COCCN(CCOC)CC1=C(C(=CC(=C1)C(C)(C)C)C(C)(C)C)O